1-(4-(2,2-difluoroethoxy)pyridin-2-yl)-3,3-dimethyl-N-(4-methyl-1,1-dioxidotetrahydro-2H-thiopyran-4-yl)-2-oxoindoline-5-carboxamide FC(COC1=CC(=NC=C1)N1C(C(C2=CC(=CC=C12)C(=O)NC1(CCS(CC1)(=O)=O)C)(C)C)=O)F